(R)-N-((5-fluoro-2-(methoxymethoxy)phenyl)(p-tolyl)methylene)-2-methylpropane-2-sulfinamide FC=1C=CC(=C(C1)C(=N[S@](=O)C(C)(C)C)C1=CC=C(C=C1)C)OCOC